6,7-difluoro-4-(3-(trifluoromethyl)phenyl)phthalazin-1(2H)-one FC=1C=C2C(=NNC(C2=CC1F)=O)C1=CC(=CC=C1)C(F)(F)F